BrC=1C(NN=CC1Br)=O 4,5-dibromopyridazin-3(2H)-one